3-hexyl-alanine C(CCCCC)C[C@H](N)C(=O)O